4-(Azetidin-1-yl)-2-ethyl-6,7-dihydro-5H-pyrrolo[3,4-d]pyrimidine bistrifluoroacetate FC(C(=O)O)(F)F.FC(C(=O)O)(F)F.N1(CCC1)C=1C2=C(N=C(N1)CC)CNC2